5-(3,3-dimethyl-2-oxo-1-(pyrazin-2-yl)indolin-4-yl)-N-(4-fluorophenyl)-2-methylnicotinamide CC1(C(N(C2=CC=CC(=C12)C=1C=NC(=C(C(=O)NC2=CC=C(C=C2)F)C1)C)C1=NC=CN=C1)=O)C